6-(3'-(((CyclopropylMethyl)amino)Methyl)-[1,1'-Biphenyl]-4-yl)-2-Methyl-1H-benzo[d]Imidazol C1(CC1)CNCC=1C=C(C=CC1)C1=CC=C(C=C1)C=1C=CC2=C(NC(=N2)C)C1